ClC=1C(=C(C=C(C1)N1C(=CC=C1C)C)C1(C(C1)CO)C#N)C 1-(3-chloro-5-(2,5-dimethyl-1H-pyrrol-1-yl)-2-methylphenyl)-2-(hydroxymethyl)cyclopropanecarbonitrile